N-(6-amino-5-cyclopropylpyridin-3-yl)-2-((2S,5R)-2-(3-chlorophenyl)-4-isobutyryl-5-methylpiperazin-1-yl)-2-oxoacetamide NC1=C(C=C(C=N1)NC(C(=O)N1[C@H](CN([C@@H](C1)C)C(C(C)C)=O)C1=CC(=CC=C1)Cl)=O)C1CC1